3-(2,4-Difluorophenyl)-N-[1-methyl-3-(trifluoromethyl)-1H-pyrazol-5-yl]quinoline-7-carboxamide FC1=C(C=CC(=C1)F)C=1C=NC2=CC(=CC=C2C1)C(=O)NC1=CC(=NN1C)C(F)(F)F